tert-butyl (4R)-2-(4-(2,4-difluoro-6-(2-methoxyethoxy)phenyl)-7-(1-methyl-1H-indazol-5-yl)thieno[2,3-c]pyridin-5-yl)-4-methyl-6,7-dihydropyrazolo[1,5-a]pyrazine-5(4H)-carboxylate FC1=C(C(=CC(=C1)F)OCCOC)C1=C2C(=C(N=C1C1=NN3C([C@H](N(CC3)C(=O)OC(C)(C)C)C)=C1)C=1C=C3C=NN(C3=CC1)C)SC=C2